OC1=C(C(=C(C(=C1[2H])[2H])C(C)(C)C1=CC=C(C=C1)O)[2H])[2H] bisphenol A-d4